C(C)(C)OC=1C=CC(=NC1)C1=NSC(=N1)NC1=NC=C(C=C1N1C(CCC1)=O)C(F)(F)F 1-(2-(3-(5-isopropoxypyridin-2-yl)-1,2,4-thiadiazol-5-ylamino)-5-(trifluoromethyl)pyridin-3-yl)pyrrolidin-2-one